COC(=O)/C(=C/[C@H]1C([C@@H]1C(=O)OCC1=C(C(=C(C(=C1Cl)F)C)F)Cl)(C)C)/C 2,6-dichloro-3,5-difluoro-4-methylbenzyl (1R)-trans-3-[(E)-(2-methoxycarbonyl-1-propenyl)]-2,2-dimethylcyclopropanecarboxylate